OC1=CC=C(C=C1)C1=CCC(CN1C(=O)OC(C)(C)C)C tert-butyl 6-(4-hydroxyphenyl)-3-methyl-3,4-dihydropyridine-1(2H)-carboxylate